COCCOC1=CC=C(C[C@@H]2N(CCCCC2)C2=NC(=CC(N2)=O)N2C[C@H](OCC2)C)C=C1 2-((R)-2-(4-(2-methoxyethoxy)benzyl)azepan-1-yl)-6-((R)-2-methylmorpholino)pyrimidin-4(3H)-one